CC1=C(C=CC(=C1)C)Br 2,4-Dimethyl-1-bromobenzene